6-bromo-9-fluoro-2,5-dimethyl-4,5-dihydro-[1,2,4]triazolo[1,5-a]quinoxaline BrC1=C2N(CC=3N(C2=C(C=C1)F)N=C(N3)C)C